BrC=1C=C(C(=O)O)C=C(C1CBr)F 3-bromo-4-(bromomethyl)-5-fluorobenzoic acid